3-(2-morpholinoethoxy)-5-(trifluoromethyl)aniline O1CCN(CC1)CCOC=1C=C(N)C=C(C1)C(F)(F)F